BrC1CC(C1)C(=O)[O-].CC(C)(C)[NH3+] 2-methylpropan-2-aminium (1R,3R)-3-bromocyclobutane-1-carboxylate